tert-butyl 4-(6-(7-ethoxy-2-methylimidazo[1,2-a]pyridine-6-carboxamido) pyridazin-3-yl)-2,2-dimethylpiperazine-1-carboxylate C(C)OC1=CC=2N(C=C1C(=O)NC1=CC=C(N=N1)N1CC(N(CC1)C(=O)OC(C)(C)C)(C)C)C=C(N2)C